NC1(CCS(CC1)(=O)=O)C1=CC2=C(N=CN=C2N[C@H](C)C2=C(C(=CC=C2)C(F)F)F)C(=N1)OC 6-(4-amino-1,1-dioxo-thian-4-yl)-N-[(1R)-1-[3-(difluoromethyl)-2-fluoro-phenyl]ethyl]-8-methoxy-pyrido[3,4-d]pyrimidin-4-amine